ClC1=C(C=CC=C1Cl)C1=NNC2=NC(=CN=C21)N2CCC(CC2)(C(NC2=CC(=CC=C2)OC)=N)C 1-[3-(2,3-dichlorophenyl)-1H-pyrazolo[3,4-b]pyrazine-6-yl]-N-(3-methoxyphenyl)-4-methylpiperidine-4-carboximidamide